[Si](C1=CC=CC=C1)(C1=CC=CC=C1)(C(C)(C)C)OC1CCC(CCC1)C(CC#N)=O 3-(4-((tert-butyldiphenylsilyl)oxy)cycloheptyl)-3-oxopropanenitrile